5-(7-Methylpyrido[2,3-b]pyrazin-6-yl)-2-(trifluoromethyl)-4,5,6,7-tetrahydrothiazolo[5,4-c]pyridine CC1=CC=2C(=NC=CN2)N=C1N1CC2=C(CC1)N=C(S2)C(F)(F)F